C(#N)C1=C(C=CC(=C1)F)N1CC2(C1)CC(C2)OC=2C=CC(=NC2C(=O)NCCCCC2=NN=NN2)C=2C(=NC=CC2)OCC 5-{[2-(2-cyano-4-fluorophenyl)-2-azaspiro[3.3]heptan-6-yl]oxy}-2'-ethoxy-N-[4-(1H-1,2,3,4-tetrazol-5-yl)butyl]-[2,3'-bipyridine]-6-carboxamide